1-Propyl-3-ethylpiperidinium cyanid tert-butyl-(3S)-3-[(1R)-2-[[6-(cyclobutylamino)pyrimidine-4-carbonyl]amino]-1-hydroxy-ethyl]-7-hydroxy-3,4-dihydro-1H-isoquinoline-2-carboxylate C(C)(C)(C)OC(=O)N1CC2=CC(=CC=C2C[C@H]1[C@@H](CNC(=O)C1=NC=NC(=C1)NC1CCC1)O)O.[C-]#N.C(CC)[NH+]1CC(CCC1)CC